CN1C(N(C2=C1C(=CC=C2)CC2CCNCC2)C2C(NC(CC2)=O)=O)=O 3-[3-Methyl-2-oxo-4-(4-piperidylmethyl)benzimidazol-1-yl]piperidine-2,6-dione